FC(C(=O)O)(F)F.CN1N=CC2=CC(=CC=C12)C(=O)N 1-methylindazole-5-carboxamide trifluoroacetate